C(CCCC)C1C(CCC1)=O (E)-2-pentyl-1-cyclopentanone